(R)-N-(3,3-difluoro-1-(3-methyl-oxetan-3-yl)piperidin-4-yl)-5-(1-(2-fluoroethyl)-1H-benzo[d][1,2,3]triazol-6-yl)-4-methoxypyrrolo[2,1-f][1,2,4]triazin-2-amine FC1(CN(CC[C@H]1NC1=NN2C(C(=N1)OC)=C(C=C2)C=2C=CC1=C(N(N=N1)CCF)C2)C2(COC2)C)F